(Z)-3-(3,7-difluoro-1-(tetrahydro-2H-pyran-2-yl)-1H-indazol-6-yl)-2-fluoroacrylic acid FC1=NN(C2=C(C(=CC=C12)\C=C(\C(=O)O)/F)F)C1OCCCC1